Zinc Octanoate C(CCCCCCC)(=O)[O-].[Zn+2].C(CCCCCCC)(=O)[O-]